ClC=1C(=NC=CC1)N1N=C(C=C1C(=O)NC=1C(=CC=2N(C1C(=O)NC1CC1)N=CC2)C)C(F)(F)F 6-(1-(3-chloropyridin-2-yl)-3-(trifluoromethyl)-1H-pyrazole-5-carboxamido)-N-cyclopropyl-5-methylpyrazolo[1,5-a]pyridine-7-carboxamide